2,7-dinaphthylfluorene C1(=CC=CC2=CC=CC=C12)C1=CC=2CC3=CC(=CC=C3C2C=C1)C1=CC=CC2=CC=CC=C12